NC1CN(CCC1(C)C)CCCC(=O)N1CCN(CC1)C=1C(=CC2=C(C(C=3NC4=CC(=CC=C4C3C2=O)C#N)(C)C)C1)CC 8-(4-(4-(3-amino-4,4-dimethylpiperidin-1-yl)butanoyl)piperazin-1-yl)-9-ethyl-6,6-dimethyl-11-oxo-6,11-dihydro-5H-benzo[b]carbazole-3-carbonitrile